COC1=C(C=CC(=N1)C(=O)N[C@H](C(=O)OCC)CCC(=O)OCC)[N+](=O)[O-] 1,5-diethyl (2S)-2-((6-methoxy-5-nitropyridin-2-yl)formamido)pentanedioate